FC=1C=C(C=CC1F)C[C@@H](C(=O)OC)NC(CC1CCN(CC1)C(CCC1=CC(=CC=C1)F)=O)=O.CN(CCN(CCN(C)C)C)C Pentamethyl diethylenetriamine Methyl (S)-3-(3,4-difluorophenyl)-2-(2-(1-(3-(3-fluorophenyl)propanoyl)piperidin-4-yl)acetamido)propanoate